N2,N6-bis[2-(2-methanesulfonylethoxy)ethyl]-1,3,5,7-tetraoxo-1,2,3,5,6,7-hexahydro-s-indacene-2,6-dicarboxamide CS(=O)(=O)CCOCCNC(=O)C1C(C2=CC=3C(C(C(C3C=C2C1=O)=O)C(=O)NCCOCCS(=O)(=O)C)=O)=O